3-cyclopropoxy-4-nitro-1-(1,4-dioxaspiro[4.5]decan-8-yl)-1H-pyrazole C1(CC1)OC1=NN(C=C1[N+](=O)[O-])C1CCC2(OCCO2)CC1